COC(=O)C=1C=CC=2C(N1)=CN(N2)C2COC2 2-(oxetan-3-yl)-2H-pyrazolo[4,3-b]Pyridine-5-carboxylic acid methyl ester